(4-fluoro-2-hydroxy)phenylboronic acid B(C1=C(C=C(C=C1)F)O)(O)O